(R)-3-(2-(4-(4-fluorophenyl)piperazin-1-yl)ethyl)-8-nicotinyl-2-oxa-8-azaspiro[4.5]decan-1-one FC1=CC=C(C=C1)N1CCN(CC1)CC[C@@H]1OC(C2(C1)CCN(CC2)CC2=CN=CC=C2)=O